O1C[C@H](CC1)OS(=O)(=O)C(F)(F)F (S)-trifluoromethanesulfonic acid tetrahydrofuran-3-yl ester